ClC=1C=C(C(=NC1)OC)S(=O)(=O)NC1=NC=C(C(=C1F)C1=CC2=C(N=C(N=C2)NC)N=C1)F 5-Chloro-N-{3,5-difluoro-4-[2-(methylamino)pyrido[2,3-d]pyrimidin-6-yl]pyridin-2-yl}-2-methoxypyridine-3-sulfonamide